BrC=CC(=O)C(C(=O)O)(CC=O)C=1OC=C(C1)C1=CC2=C(C=CO2)C=C1 bromoacryl(4-(benzofuran-6-yl)furan-2-yl)-4-oxobutanoic acid